(R)-N-(3-(5-fluoro-2-((2-fluoro-3-(methylsulfonyl)phenyl)amino)pyrimidin-4-yl)-1H-indol-7-yl)-2-((3S,5S)-3,4,5-trimethylpiperazin-1-yl)propanamide FC=1C(=NC(=NC1)NC1=C(C(=CC=C1)S(=O)(=O)C)F)C1=CNC2=C(C=CC=C12)NC([C@@H](C)N1C[C@@H](N([C@H](C1)C)C)C)=O